COC=1C(=NC=CC1[C@@H]1[C@H](O[C@]([C@H]1C)(C(F)(F)F)C)C(=O)NC1=CC(=NC=C1)C(=O)N)C (2S,3R,4S,5R)-4-[[3-(3-methoxy-2-methyl-4-pyridinyl)-4,5-dimethyl-5-(trifluoromethyl)tetrahydrofuran-2-carbonyl]amino]pyridine-2-carboxamide